tert-butyl N-[3-oxo-3-[4-[5-(trifluoromethyl)pyrimidin-2-yl]piperazin-1-yl]propyl]carbamate O=C(CCNC(OC(C)(C)C)=O)N1CCN(CC1)C1=NC=C(C=N1)C(F)(F)F